6-(4-Aminopiperidin-1-yl)-3-(3-hydroxy-4-methoxyphenyl)-4-methoxy-5-methylpyridine NC1CCN(CC1)C1=C(C(=C(C=N1)C1=CC(=C(C=C1)OC)O)OC)C